2-(Bromomethyl)-1,3,6-trioxocane BrCC1OCCOCCO1